CS(=O)(=O)OCC=1N=NC(=CC1)C1C(NC(CC1)=O)=O (6-(2,6-dioxopiperidin-3-yl)pyridazin-3-yl)methyl methanesulfonate